BrC1=C(SC2=C1OC(=C(C2=O)C)N2CCN(CC2)C2=NC=C(C=N2)C)C 3-bromo-2,6-dimethyl-5-[4-(5-methylpyrimidin-2-yl)piperazin-1-yl]-7H-thieno[3,2-b]pyran-7-one